2-(2,6-difluorophenyl)pyrrolidine hydrochloride Cl.FC1=C(C(=CC=C1)F)C1NCCC1